CC=1NC2=CC=CC=C2C1C=1N=C(SC1)NC(CC1=C(C2=C(S1)C=CC=C2)C)=O N-[4-(2-methyl-1H-indol-3-yl)thiazol-2-yl]-2-(3-methylbenzo[b]thiophen-2-yl)acetamide